BrC=1C=NC(=NC1)N1[C@@H](C=2C=3C=C(N=NC3NC2CC1)C1=C(C=CC=C1)OCOC)C (3R)-4-(5-bromopyrimidin-2-yl)-12-[2-(methoxymethoxy)phenyl]-3-methyl-4,8,10,11-tetrazatricyclo[7.4.0.02,7]trideca-1(9),2(7),10,12-tetraene